5-(4-(trifluoromethyl)phenyl)cyclohexane-1,3-dione FC(C1=CC=C(C=C1)C1CC(CC(C1)=O)=O)(F)F